C(C)(C)(C)OC(=O)N1CCCC(=CC1)C1=C2C(=NC(=C1)NC1=NC(=CC(=C1)NC)C)CCO2.C(C#C)OCCCCCCCC 1-(prop-2-yn-1-yloxy)octane tert-butyl-5-[5-[[6-methyl-4-(methylamino)-2-pyridyl]amino]-2,3-dihydrofuro[3,2-b]pyridin-7-yl]-2,3,4,7-tetrahydroazepine-1-carboxylate